(R)-6-chloro-3-((1-(2-cyano-7-methyl-3-(4-(1-methyl-1H-imidazol-4-yl)piperazin-1-yl)quinoxalin-5-yl)ethyl)amino)picolinic acid ClC1=CC=C(C(=N1)C(=O)O)N[C@H](C)C1=C2N=C(C(=NC2=CC(=C1)C)C#N)N1CCN(CC1)C=1N=CN(C1)C